diallyl(3-chloro-2-hydroxypropyl)amine hydrochloride Cl.C(C=C)N(CC(CCl)O)CC=C